methyl 2,2,3,3-tetrafluoropropyl carbonate C(OC)(OCC(C(F)F)(F)F)=O